2-chloro-N-((S)-2,3-dihydroxypropyl)acetamide ClCC(=O)NC[C@@H](CO)O